C(#N)C1=CC=CC=2C(=COC21)C=2CN(CCC2)C(=O)OC(C)(C)C tert-Butyl 3-(7-cyano-1-benzofuran-3-yl)-5,6-dihydro-2H-pyridine-1-carboxylate